C1(CC1)N1C2CN(C2CC1)C1=C2C(=NC=NC2=CC=C1OC)N 5-(2-cyclopropyl-2,6-diazabicyclo[3.2.0]hept-6-yl)-6-methoxyquinazolin-4-amine